2-(3-Fluorophenyl)-N-[(2S)-1-hydroxypropan-2-yl]-6-(6-methylpyridin-3-yl)-3-oxo-2,3-dihydropyridazin-4-carboxamid FC=1C=C(C=CC1)N1N=C(C=C(C1=O)C(=O)N[C@H](CO)C)C=1C=NC(=CC1)C